palladium (acetonitrile) dichloride [Cl-].[Cl-].C(C)#N.[Pd+2]